tert-butyl 2-chloro-6-[3-(3,3-dicyclopropylpropoxy) pyrazol-1-yl]pyridine-3-carboxylate ClC1=NC(=CC=C1C(=O)OC(C)(C)C)N1N=C(C=C1)OCCC(C1CC1)C1CC1